tert-butyl 2,4-dichloro-6,7-dihydro-5H-pyrido[2,3-d]pyrimidine-8-carboxylate ClC=1N=C(C2=C(N1)N(CCC2)C(=O)OC(C)(C)C)Cl